C([C@@H](C(=O)O)N)SO The molecule is a cysteine derivative consisting of L-cysteine carrying an S-hydroxy-substituent. It is a L-cysteine derivative and a non-proteinogenic L-alpha-amino acid. It is a tautomer of a S-oxy-L-cysteine.